NC1=C(C=C(C=C1)N)C 1,4-Diamino-2-methyl-benzol